FC(OCCCC(=O)O)(F)F 4-(trifluoromethoxy)butanoic acid